rac-tert-Butyl 6-((4aR,8aS)-3-oxooctahydro-2H-pyrido[4,3-b][1,4]oxazine-6-carbonyl)-2,6-diazaspiro[3.4]octane-2-carboxylate O=C1N[C@H]2[C@@H](OC1)CCN(C2)C(=O)N2CC1(CN(C1)C(=O)OC(C)(C)C)CC2 |r|